C(C)OC1=NC=NC=C1C(NC1=CC2=CN(N=C2C=C1)C)=O 4-ethoxy-5-((2-methyl-2H-indazol-5-yl)carbamoyl)pyrimidin